(2-([(2-METHOXYPHENYL)SULFANYL]METHYL)PHENYL)BORANEDIOL COC1=C(C=CC=C1)SCC1=C(C=CC=C1)B(O)O